ClC1=C2C=C(NC2=CC=C1)CN1C(N(C=2N=C(N(C2C1=O)C)C(C(=O)N)C1=CC=NC=C1)C)=O 2-(1-((4-chloro-1H-indol-2-yl)methyl)-3,7-dimethyl-2,6-dioxo-2,3,6,7-tetrahydro-1H-purin-8-yl)-2-(pyridin-4-yl)acetamide